ClC1=NC(=NC2=CC=C(C=C12)C1=CC(=CC=2N1C=C(N2)N(C)C)OC)C 5-(4-chloro-2-methyl-quinazolin-6-yl)-7-methoxy-N,N-dimethylimidazo[1,2-a]pyridin-2-amine